4-[[3-(3-fluoro-4-methoxyphenyl)imidazo[1,2-a]pyrazin-8-yl]amino]-2-methyl-N-[(2R,3R,4R,5R)-2,3,4,5,6-pentahydroxyhexyl]benzamide FC=1C=C(C=CC1OC)C1=CN=C2N1C=CN=C2NC2=CC(=C(C(=O)NC[C@H]([C@H]([C@@H]([C@@H](CO)O)O)O)O)C=C2)C